4-(2-chloro-3-cyano-8-((5-methyl-1H-indazol-4-yl)oxy)quinoline-4-yl)piperazine-1-carboxylic acid tert-butyl ester C(C)(C)(C)OC(=O)N1CCN(CC1)C1=C(C(=NC2=C(C=CC=C12)OC1=C2C=NNC2=CC=C1C)Cl)C#N